1-(11Z-docosenoyl)-2-(7Z,10Z,13Z,16Z-docosatetraenoyl)-glycero-3-phosphoserine CCCCCCCCCC/C=C\CCCCCCCCCC(=O)OC[C@H](COP(=O)(O)OC[C@@H](C(=O)O)N)OC(=O)CCCCC/C=C\C/C=C\C/C=C\C/C=C\CCCCC